Tert-butyl (3S)-3-(3-(3-bromophenyl)-1-(tert-butoxy)-1-oxopropan-2-yl)pyrrolidine-1-carboxylate BrC=1C=C(C=CC1)CC(C(=O)OC(C)(C)C)[C@H]1CN(CC1)C(=O)OC(C)(C)C